COC1=C(C=CC(=C1)C=1SC=CC1)NC1=CC=NC2=CC(=CC=C12)C N-(2-methoxy-4-(thiophen-2-yl)phenyl)-7-methylquinolin-4-amine